Cl.NCCCNC(=O)C1=NC(=NO1)C1=CC=C(C=C1)CCCCCCCCCC (3-aminopropyl)-3-(4-decylphenyl)-1,2,4-oxadiazole-5-carboxamide hydrochloride